BrC=1C(=CC(=C(C=O)C1)F)OC1COCC1 5-bromo-2-fluoro-4-((tetrahydrofuran-3-yl)oxy)benzaldehyde